2-[4,7-bis(2-amino-2-oxoethyl)-1,4,7,10-tetrazacyclododec-1-yl]acetamide NC(CN1CCN(CCNCCN(CC1)CC(N)=O)CC(=O)N)=O